(S)-8-(6-amino-5-((3,3-difluoroindolin-4-yl)thio)pyrazin-2-yl)-2-oxo-8-azaspiro[4.5]decan-4-amine NC1=C(N=CC(=N1)N1CCC2([C@H](CC(C2)=O)N)CC1)SC1=C2C(CNC2=CC=C1)(F)F